1,4-bis(2-hydroxythienyl)piperazine OC=1SC=CC1N1CCN(CC1)C1=C(SC=C1)O